C1C(C(OC1N2C=NC(=NC2=O)N)CO)O 5-deoxyAzacytidine